C[C@H]([C@H](C)O)O meso-2,3-butylene glycol